CC1(CCN(CC1)C1=NC(=CN=C1)C)C(=O)N1CCC(CC1)N1N=CC(=C1)CNC1=C2C(NC(C2=CC=C1)=O)=O 4-(((1-(1-(4-methyl-1-(6-methylpyrazin-2-yl)piperidine-4-carbonyl)piperidin-4-yl)-1H-pyrazol-4-yl)methyl)amino)isoindoline-1,3-dione